3-(4-nitro-1H-pyrazol-1-yl)propan-1-ol [N+](=O)([O-])C=1C=NN(C1)CCCO